(4,4-difluorocyclohexyl)acetamide hydrochloride Cl.FC1(CCC(CC1)CC(=O)N)F